6-(3-(1-((2-(trifluoromethyl)pyridin-3-yl)oxy)ethyl)piperidin-1-yl)pyrazin FC(C1=NC=CC=C1OC(C)C1CN(CCC1)C1=CN=CC=N1)(F)F